7-(aminomethyl)-2,3-dimethyl-6,7,8,9-tetrahydro-1H-benzo[7]annulene-1,4(5H)-dione NCC1CCC2=C(CC1)C(C(=C(C2=O)C)C)=O